NC(C(=O)O)CC=1SC=CC1 2-amino-3-(2-thienyl)propionic acid